C(CCC)OCC1=CC=C(C=C1)C1=CC=C(C=C1)COCCCC 4,4'-dibutoxymethyl-biphenyl